NC=1C=CC(=NC1)NS(=O)(=O)C1=CC=C(C=C1)C N-(5-aminopyridin-2-yl)-4-methylbenzenesulfonamide